2-(2-pyridyl)benzothiophene N1=C(C=CC=C1)C=1SC2=C(C1)C=CC=C2